2-octyldodecyl 6-oxohexanoate O=CCCCCC(=O)OCC(CCCCCCCCCC)CCCCCCCC